C1(CC1)C1=CC(=NN(C1=O)[C@H](C(=O)OC)CC(C)C)\C=C\OCC methyl (S,E)-2-(5-cyclopropyl-3-(2-ethoxyvinyl)-6-oxopyridazin-1(6H)-yl)-4-methylpentanoate